1-(3-((1H-imidazol-1-yl)methyl)benzyl)-4-amino-1H-imidazo[4,5-c]quinolin-2(3H)-one N1(C=NC=C1)CC=1C=C(CN2C(NC=3C(=NC=4C=CC=CC4C32)N)=O)C=CC1